ClC1=C(C=CC(=C1)C(F)(F)F)C1N(CCC(C1)=O)C(=O)OCC1=CC=CC=C1 benzyl 2-(2-chloro-4-(trifluoromethyl)phenyl)-4-oxopiperidine-1-carboxylate